[N+]=1(C(=CC=CC1)CC(=O)O)[O-] picolinecarboxylic acid N-oxide